CC1=NC=C(C(=C1)CC(=O)NC1=NNC(=C1)[C@@H]1C[C@H](CC1)CCCNC([O-])=O)S(=O)(=O)C (1R,3S)-3-[3-({[2-methyl-5-(methylsulfonyl)pyridin-4-yl]acetyl}amino)-1H-pyrazol-5-yl]cyclopentylpropylcarbamate